C(C1=CC=CC=C1)OC(=O)N[C@H](C(=O)N1[C@@H]([C@H]2C([C@H]2C1)(C)C)C(=O)O)[C@@H](C)OC(C)(C)C (1R,2S,5S)-3-[(2S,3R)-2-(benzyloxycarbonylamino)-3-tert-butoxy-butanoyl]-6,6-dimethyl-3-azabicyclo[3.1.0]hexane-2-carboxylic acid